FC1(CC1)CN1C(=CC2=CC=CC(=C12)OC)C=O 1-((1-fluorocyclopropyl)methyl)-7-methoxy-1H-indole-2-carbaldehyde